12-(((4,4-bis(octyloxy)butanoyl)oxy)methyl)-6-hexyl-4,9-dioxo-1-(pyrrolidin-1-yl)-5,8,10-trioxa-3-azatridecan-13-yl (9Z,12Z)-octadeca-9,12-dienoate C(CCCCCCC\C=C/C\C=C/CCCCC)(=O)OCC(COC(OCC(OC(NCCN1CCCC1)=O)CCCCCC)=O)COC(CCC(OCCCCCCCC)OCCCCCCCC)=O